(2S,3R)-2-(4-bromo-2-cyanophenylsulfonamido)-3-(6-fluoro-2,3-dimethylphenyl)butanoic acid BrC1=CC(=C(C=C1)S(=O)(=O)N[C@H](C(=O)O)[C@H](C)C1=C(C(=CC=C1F)C)C)C#N